1-[5-(5-chloro-2-methoxypyridin-4-yl)-1H-pyrazole-3-carbonyl]-N-[(pyrimidin-4-yl)methyl]piperidine-4-carboxamide ClC=1C(=CC(=NC1)OC)C1=CC(=NN1)C(=O)N1CCC(CC1)C(=O)NCC1=NC=NC=C1